FC=1C(=C(C=CC1F)[C@@H]1[C@@H](O[C@](C1)(C(F)(F)F)C)C(=O)NC1=CC(=NC=C1)C(=O)N)OC 4-((2R,3R,5R)-3-(3,4-difluoro-2-methoxyphenyl)-5-methyl-5-(trifluoromethyl)tetrahydrofuran-2-carboxamido)picolinamide